C(C)C=1C(=NN(C1C1=C(C=NC=C1)N=C(C1=CC=CC=C1)C1=CC=CC=C1)CC1=CC=C(C=C1)OC)N Ethyl-3-amino-5-(3-((diphenylmethylene)amino)pyridin-4-yl)-1-(4-methoxybenzyl)-1H-pyrazol